C(C)N1N=C2C=C(C=CC2=C1)C1=CC=C(C=C1)F 2-ethyl-6-(4-fluorophenyl)-2H-indazole